N-[2-(4-formylcyclohexyl)-6-methoxy-indazol-5-yl]-2-(trifluoromethyl)pyrimidine-4-carboxamide C(=O)C1CCC(CC1)N1N=C2C=C(C(=CC2=C1)NC(=O)C1=NC(=NC=C1)C(F)(F)F)OC